glutarimidyl glutarate C(CCCC(=O)[O-])(=O)ON1C(CCCC1=O)=O